2,3-bis(4-fluorophenyl)-6-methylbenzofuran-4-carboxylic acid FC1=CC=C(C=C1)C=1OC=2C(C1C1=CC=C(C=C1)F)=C(C=C(C2)C)C(=O)O